ClC1=CC(=NC=N1)N[C@H]1C[C@H](N(C1)C(=O)OC(C)(C)C)C(=O)OC O1-tert-butyl O2-methyl (2S,4S)-4-[(6-chloropyrimidin-4-yl)amino]pyrrolidine-1,2-dicarboxylate